2-(3-(5-amino-6-((R)-2-(methoxymethyl)azetidine-1-carbonyl)pyrazin-2-yl)-4-methylphenyl)-3,3,3-trifluoro-2-hydroxypropanamide NC=1N=CC(=NC1C(=O)N1[C@H](CC1)COC)C=1C=C(C=CC1C)C(C(=O)N)(C(F)(F)F)O